The molecule is a tripeptide composed of one L-phenylalanine and two glycine residues joined in sequence. It has a role as a metabolite. C1=CC=C(C=C1)C[C@@H](C(=O)NCC(=O)NCC(=O)O)N